O=C1NC(CCC1NC1=CC=C(C=C1)C1CCN(CC1)C(CN1CCC(CC1)C=1N=C2N(C=C(C(=C2)OC(C)C)NC(=O)C=2C=NN3C2N=CC=C3)C1)=O)=O N-(2-(1-(2-(4-(4-((2,6-dioxopiperidin-3-yl)amino)phenyl)piperidin-1-yl)-2-oxoethyl)piperidin-4-yl)-7-isopropoxyimidazo[1,2-a]pyridin-6-yl)pyrazolo[1,5-a]pyrimidine-3-carboxamide